N-methyl-pyridineamine CNC1=NC=CC=C1